NN1CC(=CC=C1)F 1-amino-3-fluoropyridine